C1(=CC=C(C=C1)C(C)(C)C=1C(=C(N(CC2CO2)CC2CO2)C(=CC1)C)C)C(C)(C)C=1C(=C(N(CC2CO2)CC2CO2)C(=CC1)C)C 4'-[1,4-phenylenebis(dimethylmethylene)]bis(N,N-diglycidyl-2,6-dimethylaniline)